Beta-acetylnaphthalene C(C)(=O)C1=CC2=CC=CC=C2C=C1